C(C)(C)(C)OC(=O)N1CC(C1)(OC)C=1C=C2C(=NC=NC2=CC1)NC1=C(C(=C(C=C1)Cl)Cl)F tert-butyl-3-[4-(3,4-dichloro-2-fluoro-anilino)quinazolin-6-yl]-3-methoxy-azetidine-1-carboxylate